C(CC)C1CCCCC1 propyl-cyclohexan